1-[3-acetyl-6-[6-[(6-methylpyridazin-3-yl)amino]imidazo[4,5-c]pyridin-3-yl]-2-pyridyl]-5-methyl-pyrazole-3-carbonitrile C(C)(=O)C=1C(=NC(=CC1)N1C=NC2=C1C=NC(=C2)NC=2N=NC(=CC2)C)N2N=C(C=C2C)C#N